CS(=O)(=O)NC1=CC=C(C=C1)NC(C1=CC(=CC=C1)CN1C=NC2=CC(=CC=C2C1=O)C=1C=NNC1C(F)(F)F)=O N-(4-(Methyl-sulfonamido)phenyl)-3-((4-oxo-7-(5-(trifluoromethyl)-1H-pyrazol-4-yl)quinazolin-3(4H)-yl)methyl)benzamide